2-(4-Fluoropiperidin-4-yl)-N-[(3r,4r)-4-methyl-1-(8-methylquinolin-5-yl)pyrrolidin-3-yl]acetamide FC1(CCNCC1)CC(=O)N[C@H]1CN(C[C@H]1C)C1=C2C=CC=NC2=C(C=C1)C